(S)-2-(2-azidoacetamido)-N-((S)-1-(((S)-4,11-diethyl-4-hydroxy-3,14-dioxo-3,4,12,14-tetrahydro-1H-pyrano[3',4':6,7]indolizino[1,2-b]quinolin-9-yl)amino)-1-oxopropan-2-yl)propenamide N(=[N+]=[N-])CC(=O)NC(C(=O)N[C@H](C(=O)NC1=CC=2C(=C3C(=NC2C=C1)C1=CC2=C(C(N1C3)=O)COC([C@]2(O)CC)=O)CC)C)=C